COC1=CC=C(C=N1)CN1C2CN(CC1C2)C2=NC=C(C=C2)C2OCC(C(O2)(C)C)(C)C 6-((6-methoxypyridin-3-yl)methyl)-3-(5-(4,4,5,5-tetramethyl-1,3-Dioxan-2-yl)pyridin-2-yl)-3,6-diazabicyclo[3.1.1]heptane